tert-butyl (2R,3S,4S)-3-[({2-[(2S)-1-benzyl-4-(cyclopropylmethyl) piperazin-2-yl]ethyl}carbamoyl)oxy]-4-[(tert-butoxycarbonyl)oxy]-2-[(4-methoxyphenyl) methyl]pyrrolidine-1-carboxylate C(C1=CC=CC=C1)N1[C@H](CN(CC1)CC1CC1)CCNC(=O)O[C@H]1[C@H](N(C[C@@H]1OC(=O)OC(C)(C)C)C(=O)OC(C)(C)C)CC1=CC=C(C=C1)OC